N-((6-chloropyridin-3-yl)methyl)-2-fluoroaniline ClC1=CC=C(C=N1)CNC1=C(C=CC=C1)F